(5'S,7a'R)-5'-(2-fluorophenyl)-1-(2-phenylethyl)tetrahydro-3'H-spiro[azetidine-3,2'-pyrrolo[2,1-b][1,3]oxazol]-3'-one FC1=C(C=CC=C1)[C@@H]1CC[C@H]2OC3(C(N21)=O)CN(C3)CCC3=CC=CC=C3